NC1=C(C=C(C=2N1C=NC2)C2OCC(CO2)(C)C)C(=O)[O-] 5-amino-8-(5,5-dimethyl-1,3-dioxan-2-yl)imidazo[1,5-a]pyridine-6-carboxylate